ClC1=C(C=CC(=C1)OCC=1C(=NOC1C1CC1)C1=C(C=CC=C1Cl)Cl)C1CC(=NO1)C=1C=NC=C(C(=O)O)C1 5-(5-(2-chloro-4-((5-cyclopropyl-3-(2,6-dichlorophenyl)isoxazol-4-yl)methoxy)phenyl)-4,5-dihydroisoxazol-3-yl)nicotinic acid